O[C@H]1C(N(CC1)CC1=CC=C(C=C1)C)=O (R)-3-hydroxy-1-(4-methylbenzyl)pyrrolidin-2-one